ClC=1C(=NC(=NC1)NC1=NN(N=C1)C)C1=CC=C2CN(C(C2=C1)=O)[C@@H](C(=O)N[C@H](CO)C1=CC(=CC(=C1)OC)F)C (2R)-2-(6-{5-chloro-2-[(2-methyl-2H-1,2,3-triazol-4-yl)amino]pyrimidin-4-yl}-1-oxo-2,3-dihydro-1H-isoindol-2-yl)-N-[(1S)-1-(3-fluoro-5-methoxyphenyl)-2-hydroxyethyl]propanamide